Ethyl 2-(4-((4-(4-cyanobenzyl) piperazin-1-yl) methyl)-2,6-dimethylphenoxy)-2-methylpropionate C(#N)C1=CC=C(CN2CCN(CC2)CC2=CC(=C(OC(C(=O)OCC)(C)C)C(=C2)C)C)C=C1